2-[(3,4-dihydro-1H-2-benzopyran-7-yl)amino]-4-[(1,2,3,4-tetrahydroisoquinolin-5-yl)amino]pyrimidine-5-carboxamide C1OCCC2=C1C=C(C=C2)NC2=NC=C(C(=N2)NC2=C1CCNCC1=CC=C2)C(=O)N